CC(CCCCC)C(=O)OC(C1=CC=CC=C1)C1=CC=CC=C1 Diphenylmethyl heptane-2-carboxylate